N-(3-((3-(6,9-dihydro-1H-purin-6-yl)pyridin-2-yl)amino)-4-methylphenyl)-1-(4-fluorophenyl)-1H-pyrrole-2-carboxamide N1C=NC=2NC=NC2C1C=1C(=NC=CC1)NC=1C=C(C=CC1C)NC(=O)C=1N(C=CC1)C1=CC=C(C=C1)F